CC1(OB(OC1(C)C)C1=CC=C(C=C1)C1=NC2=CC=CC=C2C(N1)=O)C 2-(4-(4,4,5,5-tetramethyl-1,3,2-dioxaborolan-2-yl)phenyl)quinazolin-4(3H)-one